3-{4-[5-(cyclopropylcarbamoyl)-4-fluoro-2-methylphenyl]-1H-pyrazol-1-yl}-N-(2-hydroxyethyl)imidazo[1,2-a]pyridine-6-carboxamide C1(CC1)NC(=O)C=1C(=CC(=C(C1)C=1C=NN(C1)C1=CN=C2N1C=C(C=C2)C(=O)NCCO)C)F